C(C1=CC=CC=C1)N(CCCBr)CCCBr N-benzyl-3-bromo-N-(3-bromopropyl)propan-1-amine